COC(COC(COC(CO)C)C)C 2-(2-(2-methoxypropoxy)propoxy)propanol